ClC=1C=C(CNC=2C=NC=CC2)C=CC1Cl 3-[(3,4-dichlorobenzyl)amino]pyridine